4-methyl-1-oxa-4,8-diazaspiro[5.5]undecane CN1CCOC2(C1)CNCCC2